[Cl-].C(C=C)[N+](CC=C)(CC=C)CC=C tetra-allyl-ammonium chloride